deoxy-2',2'-difluorocytidine FC1([C@@H](O[C@@H]([C@H]1O)CO)N1C(=O)N=C(N)C=C1)F